(2,3-dihexylcyclopropyl)methanol C(CCCCC)C1C(C1CCCCCC)CO